Cl.CC1=C(C=CC=C1C1=NN=C(O1)C=1C=C(CN[C@@H]([C@H](O)C)C(=O)O)C=CC1)C1=CC=CC=C1 (3-(5-(2-Methyl-[1,1'-biphenyl]-3-yl)-1,3,4-oxadiazol-2-yl)benzyl)-L-threonine hydrochloride